NC1=NC=CC(=C1Cl)SC=1C(=NC(=C(N1)C=1OC=NN1)N1CCC(CC1)(C)N)N 3-((2-amino-3-chloropyridin-4-yl)thio)-6-(4-amino-4-methylpiperidin-1-yl)-5-(1,3,4-oxadiazol-2-yl)pyrazin-2-amine